5-[(E)-2-(3-trifluoromethylphenyl)-vinyl]-thiophene-2-carbaldehyde FC(C=1C=C(C=CC1)/C=C/C1=CC=C(S1)C=O)(F)F